α-(1-pyrrolidinyl)methyl-γ-butyrolactone N1(CCCC1)CC1C(=O)OCC1